(1R,6S)-2-oxa-5-azabicyclo[4.1.0]hept-5-yl-(7-methyl-1-(4-(morpholinomethyl)phenyl)-5,5-dioxido-1,4-dihydrothiochromeno[4,3-c]pyrazol-3-yl)methanone [C@@H]12OCCN([C@H]2C1)C(=O)C=1C2=C(N(N1)C1=CC=C(C=C1)CN1CCOCC1)C=1C=CC(=CC1S(C2)(=O)=O)C